BrC=1C=CC(=C(C1)N1C(C(=C(C=C1C)OCC1=NC=C(C=C1F)F)Cl)=O)C 1-(5-bromo-2-methylphenyl)-3-chloro-4-[(3,5-difluoropyridin-2-yl)methoxy]-6-methylpyridin-2-one